COC=1C=CC(=NC1)\C=C(\S(=O)(=O)C1=CC=CC=C1)/C1=C(C(=CC=C1)OC)C (E)-5-methoxy-2-(2-(3-methoxy-2-methylphenyl)-2-(phenylsulfonyl)vinyl)pyridine